(4-amino-2-hydroxyphenyl)(3-nitrophenyl)methanone NC1=CC(=C(C=C1)C(=O)C1=CC(=CC=C1)[N+](=O)[O-])O